lithium germanium thio-phosphate P(=S)([O-])([O-])[O-].[Ge+2].[Li+]